FC1=CC=C(C=C1)[C@@H]1N(CCC2=CC=CC=C12)C(=O)[C@@H]1[C@@H](CN(CCO1)C(=O)OCCCC)O butyl (6R,7S)-7-((S)-1-(4-fluorophenyl)-1,2,3,4-tetrahydroisoquinoline-2-carbonyl)-6-hydroxy-1,4-oxazepane-4-carboxylate